disodium diphosphate [O-]P([O-])(=O)OP(=O)(O)O.[Na+].[Na+]